2-(6-(4-fluoro-1H-pyrazol-1-yl)pyridin-3-yl)-2-methylpropanoic acid methyl ester COC(C(C)(C)C=1C=NC(=CC1)N1N=CC(=C1)F)=O